1'-(2-chlorophenyl)-1',2'-dihydrospiro[cyclopentane-1,3'-pyrrolo[3,2-b]pyridine]-5'-carbonitrile ClC1=C(C=CC=C1)N1CC2(C3=NC(=CC=C31)C#N)CCCC2